amino-methyl-benzonitrile NC=1C(=C(C#N)C=CC1)C